N1=CC=CC2=CC=CC(=C12)CCNC1=CC=NC=N1 6-(2-quinolin-8-yl-ethylamino)-pyrimidin